COC(=O)C1=CC=C(C(=N1)C)N1C(CN(CC1)C(=O)OC(C)(C)C)=O tert-butyl 4-(6-(methoxycarbonyl)-2-methylpyridin-3-yl)-3-oxopiperazine-1-carboxylate